C1(=CC=CC=C1)C1=NC2=CC(=CC=C2C=C1)C1=NN2C(N=CC(=C2)C(=O)N)=C1C(=O)N 2-(2-phenylquinolin-7-yl)pyrazolo[1,5-a]pyrimidine-3,6-dicarboxamide